methyl (E)-3-(3-(N-((4-(benzo[d]isoxazol-5-yl)phenyl)methyl-d)cyclohexanecarboxamido)phenyl)acrylate O1N=CC2=C1C=CC(=C2)C2=CC=C(C=C2)C(N(C(=O)C2CCCCC2)C=2C=C(C=CC2)/C=C/C(=O)OC)[2H]